C1(=C(C=CC=C1)NC(CC)=O)C N-(o-tolyl)propionamide